N1N=C(C2=C1C=CC=N2)C(=O)[O-] pyrazolopyridinecarboxylate